2-(1-(5-methyl-6-quinolyl)ethyl)isoindole-1,3-dione CC1=C2C=CC=NC2=CC=C1C(C)N1C(C2=CC=CC=C2C1=O)=O